C(C)(C)(C)C=1N=C(C(C2=C(N1)C=CC=C2)=C(C)C)C2=CC=C(C=C2)C 2-(tert-Butyl)-5-(propan-2-ylidene)-4-(p-tolyl)-5H-benzo[d][1,3]diazepine